1-(2-pyridinyl)-2-propanone N1=C(C=CC=C1)CC(C)=O